N(=NC(C(=O)[O-])(C(C)C)C)C(C(=O)[O-])(C(C)C)C 2,2'-azobis(dimethyl isobutyrate)